C(C1=CC=CC=C1)C1C2(C3=CC(=CC=C3C1)OC)CCC(CC2)(C(=O)O)NC2=CC(=CC=C2)Br (1s,4s)-2'-benzyl-4-(3-bromoanilino)-6'-methoxy-2',3'-dihydrospiro[cyclohexane-1,1'-indene]-4-formic acid